CC(=CCC=1C(=C(C(=CC1O)CCCCC)C(=O)N1CC2=CC=CC=C2C1)O)CCC=C(C)C (3-(3,7-dimethylocta-2,6-dien-1-yl)-2,4-dihydroxy-6-pentylphenyl)(isoindolin-2-yl)methanone